2-(2-chloroethyl)thiophene ClCCC=1SC=CC1